NC1=NN2C(C=C(C=C2)C=2C(=C(C(=O)NC[C@H]([C@](C)(O)C3=CC=C(C=C3)F)F)C(=CC2)Cl)F)=N1 3-(2-amino-[1,2,4]triazolo[1,5-a]pyridin-7-yl)-6-chloro-2-fluoro-N-((2R,3R)-2-fluoro-3-(4-fluorophenyl)-3-hydroxybutyl)benzamide